BrC=1C=C(C=CC1)[C@@H](C)NC1=NC(=NC2=CC(=C(C=C12)OC)OCCCCCCCCCN1CCN(CC1)C(CNC=1C=C(C=CC1)C1C(NC(CC1)=O)=O)=O)C 3-(3-((2-(4-(9-((4-(((R)-1-(3-bromophenyl)ethyl)amino)-6-methoxy-2-methyl-quinazolin-7-yl)oxy)nonyl)piperazin-1-yl)-2-oxoethyl)amino)phenyl)piperidine-2,6-dione